4-methyl-6-phenyl-3-((4-(pyridine-2-yl)piperazine-1-yl)thio)pyridazine CC1=C(N=NC(=C1)C1=CC=CC=C1)SN1CCN(CC1)C1=NC=CC=C1